N-[2-({2-[(piperidin-3-yl)amino]-5-(trifluoromethyl)pyrimidin-4-yl}oxy)phenyl]acetamide N1CC(CCC1)NC1=NC=C(C(=N1)OC1=C(C=CC=C1)NC(C)=O)C(F)(F)F